C12CN(CC(CC1)O2)C2=CC(=C(N=N2)CNC(=O)C2=CC=NN2)N2C(COCC2)(C)C N-((6-(8-oxa-3-azabicyclo[3.2.1]oct-3-yl)-4-(3,3-dimethylmorpholino)pyridazin-3-yl)methyl)-1H-pyrazole-5-carboxamide